C(#N)C1=C(C=CC=C1)S(=O)(=O)NC1=NC(=C(C=C1)C1=NC=2C=NC(=NC2N(C1=O)C(C)C)NC1CCC(CC1)N(C)CCF)C 2-cyano-N-(5-(2-(((1r,4r)-4-((2-fluoro-ethyl)(methyl)amino)-cyclohexyl)amino)-8-isopropyl-7-oxo-7,8-dihydropteridin-6-yl)-6-methylpyridin-2-yl)-benzenesulfonamide